ClC1=CC2=C(N(C(C(N2C)=O)=O)C2CCN(CC2)CC2=CC(=CC=C2)Cl)N=C1 7-chloro-4-(1-(3-chlorobenzyl)piperidin-4-yl)-1-methyl-1,4-dihydropyrido[2,3-b]pyrazine-2,3-dione